2-(acetamido)-4-chlorobutyric acid methyl ester COC(C(CCCl)NC(C)=O)=O